BrCCC(=O)OCC ethyl 3-bromopropanoate